4-CHLORO-2-METHYLPHENYL ISOCYANIDE ClC1=CC(=C(C=C1)[N+]#[C-])C